C12C(C3CC(CC(C1)C3)C2)NC(=O)C=2NC=C(C2)C2=C(C=NC=C2)F N-(adamantan-2-yl)-4-(3-fluoropyridin-4-yl)-1H-pyrrole-2-carboxamide